CN1CCC(CC1)CN(S(=O)(=O)CCCCCCCC)C(CCCCCCCCC(=O)OCC(CCCCCC)CCCC)CCCCCCCCC(=O)OCC(CCCCCC)CCCC bis(2-butyloctyl) 10-(N-((1-methylpiperidin-4-yl)methyl)octylsulfonamido)nonadecanedioate